N-(3-(((4-(N-(3,4-dichloro-1H-indol-7-yl)sulfamoyl)phenyl)sulfonamido)methyl)phenyl)isobutyramide ClC1=CNC2=C(C=CC(=C12)Cl)NS(=O)(=O)C1=CC=C(C=C1)S(=O)(=O)NCC=1C=C(C=CC1)NC(C(C)C)=O